C1=C(C=CC2=CC=CC=C12)C1=CC=C(C=C1)NC=1C=C(C(=CC1)C1=CC=CC=C1)C1=CC=C(C=C1)C1=CC=CC2=CC=CC=C12 {4-(naphthalen-2-yl)phenyl}{4''-(naphthalen-1-yl)-(1,1':2',1''-terphenyl)-4'-yl}amine